FC(S(=O)(=O)N1CCC2=CC=C(C=C12)C(=O)O)F 1-((difluoromethyl)sulfonyl)indoline-6-carboxylic acid